FC=1C=C2C(=NC1)N(C=C2C2=NC(=CC(=N2)NC2C(C1CCC2CC1)C(=O)OC)C1=CC=C(C=C1)OC)S(=O)(=O)C1=CC=C(C)C=C1 (+/-)-trans-methyl 3-((2-(5-fluoro-1-tosyl-1H-pyrrolo[2,3-b]pyridin-3-yl)-6-(4-methoxyphenyl) pyrimidin-4-yl)amino)bicyclo[2.2.2]octane-2-carboxylate